[1-(dimethylamino)-4-pentenylidene]-2-propenyl-sulfonium bromide [Br-].CN(C(CCC=C)=[S+]CC=C)C